N-(5-(7-cyanobenzo[d][1,3]dioxol-5-yl)-1-(2-methoxypropyl)-1H-pyrazolo[3,4-b]pyridin-3-yl)-3,3-dimethylbutanamide C(#N)C1=CC(=CC2=C1OCO2)C=2C=C1C(=NC2)N(N=C1NC(CC(C)(C)C)=O)CC(C)OC